COCCCN1N=CC=C1C(=O)N 2-(3-methoxypropyl)pyrazole-3-carboxamide